2-chlorophenyl-2-(4-cyanophenylamino)-pyrimidin-4-ylketone-N-(3-methoxyphenyl) semicarbazone COC=1C=C(C=CC1)N(N=C(C1=NC(=NC=C1C1=C(C=CC=C1)Cl)NC1=CC=C(C=C1)C#N)C1=NC(=NC=C1C1=C(C=CC=C1)Cl)NC1=CC=C(C=C1)C#N)C(=O)N